C(C)OC(C(C)(C)N1N=C(C=C1)CN=[N+]=[N-])=O 2-(3-(azidomethyl)-1H-pyrazol-1-yl)-2-methylpropanoic acid ethyl ester